NC1=NC(=C2N=CN(C2=N1)CC1=C(C=C(C=C1)N)F)C=1C=C(C=NC1)C#N 5-[2-amino-9-[(4-amino-2-fluoro-phenyl)methyl]purin-6-yl]pyridine-3-carbonitrile